6-[5-[1-[[2,6,8-tris(trifluoromethyl)quinazolin-4-yl]amino]ethyl]-1,2,4-triazol-1-yl]pyridine-3-carbonitrile FC(C1=NC2=C(C=C(C=C2C(=N1)NC(C)C1=NC=NN1C1=CC=C(C=N1)C#N)C(F)(F)F)C(F)(F)F)(F)F